1-(2-(benzyloxy)benzyl)-4-iodo-5-methyl-1H-pyrazole C(C1=CC=CC=C1)OC1=C(CN2N=CC(=C2C)I)C=CC=C1